7-chloro-N-(4-(2-methoxyethoxy)phenyl)quinolin-4-amine ClC1=CC=C2C(=CC=NC2=C1)NC1=CC=C(C=C1)OCCOC